ClC=1C(=CC(=C(C(=O)OC)C1)NC1=C(C(=C(C=C1)F)F)C=O)F methyl 5-chloro-2-((3,4-difluoro-2-formylphenyl) amino)-4-fluoro-benzoate